CC1(C(N(CC1)C(=O)OC(C)(C)C)=O)C(=O)OC 1-(tert-butyl) 3-methyl 3-methyl-2-oxopyrrolidine-1,3-dicarboxylate